trans-(1R/S,2R/S)-2-aminocyclohexanecarboxylic acid N[C@H]1[C@@H](CCCC1)C(=O)O |r|